bis(4-methoxybenzyl)pyrimidin-2-amine COC1=CC=C(CC2=CC(=NC(=N2)N)CC2=CC=C(C=C2)OC)C=C1